N-methyl-4-(2-oxo-6-{4-[4-(propan-2-yl)piperazin-1-yl]phenyl}-1,2-dihydroquinolin-3-yl)benzamide CNC(C1=CC=C(C=C1)C=1C(NC2=CC=C(C=C2C1)C1=CC=C(C=C1)N1CCN(CC1)C(C)C)=O)=O